4-((1-azido-3-((tert-butyldimethylsilyl)oxy)propane-2-yl)amino)-3-bromo-5-nitrobenzenesulfonamide N(=[N+]=[N-])CC(CO[Si](C)(C)C(C)(C)C)NC1=C(C=C(C=C1[N+](=O)[O-])S(=O)(=O)N)Br